Cl[Ni] chloronickel